2-((6,7-difluoroquinazolin-4-yl)amino)-4-((2-methoxyethyl)(4-(5,6,7,8-tetrahydro-1,8-naphthyridin-2-yl)butyl)amino)butanoic acid FC=1C=C2C(=NC=NC2=CC1F)NC(C(=O)O)CCN(CCCCC1=NC=2NCCCC2C=C1)CCOC